CC(CCC1=C(C=CC=C1)C=1N=C2NS(C3=CC=CC(C(N[C@@H](COC(C1)=N2)CC(C)C)=O)=C3)(=O)=O)C (11R)-6-[2-(3-methylbutyl)phenyl]-11-(2-methylpropyl)-9-oxa-2λ6-thia-3,5,12,19-tetraazatricyclo[12.3.1.14,8]nonadeca-1(17),4,6,8(19),14(18),15-hexaene-2,2,13-trione